C(#N)C=1C=C(C=CC1F)C(=O)N1C[C@@]2(CC1)C=C(C(C(C2)(C)C)=O)C#N (5S)-2-(3-cyano-4-fluorobenzene-1-carbonyl)-9,9-dimethyl-8-oxo-2-azaspiro[4.5]dec-6-ene-7-carbonitrile